S(=O)(=O)(O)CCCC1=CC2=C(C=3C(C(=NC13)C=CC=1CN(C3=CC=CC=C3C1)C)(C)C)C=CC=C2 (3-sulfopropyl)-1,1-dimethyl-2-(2-(1-methylquinolin-3-yl)vinyl)-1H-benzo[e]indole